1,7-dihydrobenzo[1,2-d:4,5-d']diimidazole N1C=NC2=C1C=C1NC=NC1=C2